2-methanesulfonylpyrimidin CS(=O)(=O)C1=NC=CC=N1